N1CCC(CC1)C1=C2C(=NC=C1C(F)(F)F)NC=C2 4-(piperidin-4-yl)-5-(trifluoromethyl)-1H-pyrrolo[2,3-b]pyridine